(fluoromethyl)-1H-benzo[d]imidazole-5-carboxylic acid FCN1C=NC2=C1C=CC(=C2)C(=O)O